FC=1C(=NC(=NC1)C=1N=C(C=2N(C1)C=CN2)CC2=C(C=CC(=C2)F)F)O 5-Fluoro-2-(8-(2,5-difluorobenzyl)imidazo[1,2-a]pyrazin-6-yl)pyrimidin-4-ol